4-(1-Methyl-piperidin-4-yl)-N-[6-methyl-5-(4-pyridin-3-yl-pyrimidin-2-ylamino)-pyridin-3-yl]-benzamide CN1CCC(CC1)C1=CC=C(C(=O)NC=2C=NC(=C(C2)NC2=NC=CC(=N2)C=2C=NC=CC2)C)C=C1